C(C)(C)(C)OC(=O)C1=CC=C(C=C1)C1=C(CCN(C1)C(=O)OC(C)(C)C)C(=O)OCC 1-(tert-butyl) 4-ethyl 5-(4-(tert-butoxycarbonyl)phenyl)-3,6-dihydropyridine-1,4(2H)-dicarboxylate